C(CCCCCCCCCCC)(=O)OC Methyl Laurate